C1(CC1)C1=CC(=CC(=N1)C=1OC2=C(N1)C=C(C=C2C(F)(F)F)CN2C[C@H](CCC2)C)C2=C(C=CC=C2)C2=NN=CN2C 2-{6-cyclopropyl-4-[2-(4-methyl-1,2,4-triazol-3-yl)phenyl]pyridin-2-yl}-5-{[(3S)-3-methylpiperidin-1-yl]methyl}-7-(trifluoromethyl)-1,3-benzoxazole